3-aminopentanedioic acid diethyl ester C(C)OC(CC(CC(=O)OCC)N)=O